8-methylidentetracyclo[4.4.0.12,5.17,10]dodec-3-ene C=C1C2C3C4C=CC(C3C(C1)C2)C4